N-[5-(2-chloro-5-cyanophenyl)-1H-indazol-3-yl]-1-pentylpiperidine-4-carboxamide hydrochloride Cl.ClC1=C(C=C(C=C1)C#N)C=1C=C2C(=NNC2=CC1)NC(=O)C1CCN(CC1)CCCCC